ClC1=CC(=C(C=C1Cl)C(C1CCN(CC1)C(=O)[C@H]1CN(CC1)C(=O)OC(C)(C)C)NC(C)=O)O tert-butyl (3R)-3-[4-[(4,5-dichloro-2-hydroxyphenyl)(acetamido)methyl]piperidine-1-carbonyl]pyrrolidine-1-carboxylate